C(CCC)C1=NN(C2=NC=NC=C21)C butyl-1-methyl-pyrazolo[3,4-d]pyrimidine